C1(=CC=CC=C1)C(C)C1=CC=CC=C1 Diphenyl-ethane